C(CCCCCCCCCCCCCCC)(=O)C(O)(C[N+](C)(C)C)CC([O-])=O (palmitoyl)carnitin